COC(C(CC(C)C)N1C(C=C(C(=C1)CCCN(C)C)C(F)(F)F)=O)=O.FC1=C(C=CC(=C1)C(F)(F)F)/C=C/C(=O)N (E)-3-(2-fluoro-4-(trifluoromethyl)phenyl)acrylamide methyl-2-(5-(3-(dimethylamino)propyl)-2-oxo-4-(trifluoromethyl)pyridin-1(2H)-yl)-4-methylpentanoate